phenethylammonium C(CC1=CC=CC=C1)[NH3+]